trans-(1S,2S)-2-octylcyclopropanecarboxylic acid C(CCCCCCC)[C@@H]1[C@H](C1)C(=O)O